MAGNESIUM LACTAT C(C(O)C)(=O)[O-].[Mg+2].C(C(O)C)(=O)[O-]